4-bromo-N-(2-hydroxyethyl)-3-methylbenzenesulfonamide BrC1=C(C=C(C=C1)S(=O)(=O)NCCO)C